BrC1=C(C=CC(=C1)Cl)N1N=NC(=C1)[Si](C)(C)C 1-(2-Bromo-4-chlorophenyl)-4-(trimethylsilyl)-1H-1,2,3-triazole